6-((5-(7,8-dimethyl-[1,2,4]triazolo[1,5-a]pyridin-6-yl)-6-isopropyl-4H-pyrrolo[3,2-d]thiazol-2-yl)methyl)-2-thia-6-azaspiro[3.3]heptane 2,2-dioxide CC1=C(C=2N(C=C1C1=C(C=3N=C(SC3N1)CN1CC3(CS(C3)(=O)=O)C1)C(C)C)N=CN2)C